CC=1N=C(SC1)C=O (4-methylthiazol-2-yl)methanone